2-[6-[3-(Difluoromethyl)-4-fluoro-phenyl]pyrazolo[3,4-b]pyrazin-1-yl]-N,N-dimethyl-acetamide FC(C=1C=C(C=CC1F)C1=CN=C2C(=N1)N(N=C2)CC(=O)N(C)C)F